BrC1=C(C=CC=C1)S(=O)(=O)N1C(=NC2=C1C=CC=C2)SCCCCOC2=C(OC1=CC(=CC(=C1C2=O)OC)OC)C2=CC(=C(C(=C2)OC)OC)OC 3-(4-((1-((2-bromophenyl)sulfonyl)-1H-benzimidazol-2-yl)thio)butoxy)-5,7-dimethoxy-2-(3,4,5-trimethoxyphenyl)-4H-chromen-4-one